FCCN1C=C(C=2C1=NC=CC2CC2=CC=C(C=C2)C(F)(F)F)C(=O)NC2CC1(C2)CC(C1)C(=O)O trans-2-[[1-(2-fluoroethyl)-4-[[4-(trifluoromethyl)phenyl]methyl]-pyrrolo[2,3-b]pyridine-3-carbonyl]amino]spiro[3.3]heptane-6-carboxylic acid